4-(2-((7-bromoquinoxalin-2-yl)oxy)ethyl)morpholine rac-(3RS,5RS)-5-(2-aminopyrimidin-5-yl)tetrahydrofuran-3-yl-((S)-4,4,4-trifluorobutan-2-yl)carbamate NC1=NC=C(C=N1)[C@H]1C[C@H](CO1)N(C(O)=O)[C@@H](C)CC(F)(F)F.BrC1=CC=C2N=CC(=NC2=C1)OCCN1CCOCC1 |&1:7,9|